tert-butyl 6-diphenoxyphosphoryloxy-4-methyl-3,4-dihydro-2H-pyridine-1-carboxylate O(C1=CC=CC=C1)P(=O)(OC1=CC=CC=C1)OC1=CC(CCN1C(=O)OC(C)(C)C)C